2-{6-[methyl(2,2,6,6-tetramethylpiperidin-4-yl)amino]pyridazin-3-yl}-5-(1H-pyrazol-4-yl)pyridin-3-ol CN(C1=CC=C(N=N1)C1=NC=C(C=C1O)C=1C=NNC1)C1CC(NC(C1)(C)C)(C)C